benzyl (S*)-4-(trifluoromethyl)-1,2,3-oxathiazolidine-3-carboxylate FC([C@H]1N(SOC1)C(=O)OCC1=CC=CC=C1)(F)F |o1:2|